CC1CC2=C(CN1)C1=C(S2)C=CC=C1 3-methyl-1,2,3,4-tetrahydrobenzo[4,5]thieno[3,2-c]pyridine